C(C)OC(CC=1C(=C(C(=O)OCC)C=CC1)O)=O ethyl 3-(2-ethoxy-2-oxoethyl)-2-hydroxybenzoate